(2E)-3-(3,5-difluoro-1H-indazol-6-yl)-N-(5-fluoro-2,4-dimethylpyridin-3-yl)prop-2-enamide 9,10-dioxo-9,10-dihydro-anthracene-2,6-diylbis(4-(2-((4-azidophenyl)thio)ethyl)benzoate) O=C1C2=CC=C(C=C2C(C=2C=CC(=CC12)C1=C(C(=O)O)C=CC(=C1)CCSC1=CC=C(C=C1)N=[N+]=[N-])=O)C1=C(C(=O)O)C=CC(=C1)CCSC1=CC=C(C=C1)N=[N+]=[N-].FC1=NNC2=CC(=C(C=C12)F)/C=C/C(=O)NC=1C(=NC=C(C1C)F)C